FC1=C(C(=O)Cl)C=CC(=C1)I 2-fluoro-4-iodo-benzoyl chloride